ClC=1C(=C2C(=NC1)NC(=N2)C2=CC=C(C=C2)N2CCN(CC2)CCOC)NC2CC(N(C(C2)(C)C)C)(C)C 6-Chloro-2-{4-[4-(2-methoxyethyl)piperazin-1-yl]phenyl}-N-(1,2,2,6,6-pentamethylpiperidin-4-yl)-3H-imidazo[4,5-b]pyridin-7-amine